[Pd](Cl)Cl.C1(=CC=CC=C1)P([C-]1C=CC=C1)C1=CC=CC=C1.[C-]1(C=CC=C1)P(C1=CC=CC=C1)C1=CC=CC=C1.[Fe+2] [1,1'-bis(diphenylphosphino)ferrocene] palladium (II) Dichloride